(1R,3S)-3-[3-({[2-methyl-5-(methylsulfonyl)pyridin-4-yl]acetyl}amino)-1H-pyrazol-5-yl]cyclopentyl (2S)-butan-2-ylcarbamate C[C@@H](CC)NC(O[C@H]1C[C@H](CC1)C1=CC(=NN1)NC(CC1=CC(=NC=C1S(=O)(=O)C)C)=O)=O